(S)-N-(5-cyclopropyl-2-(N-methylsulfamoyl)phenyl)-3-(3-fluoro-4-methylphenyl)-3-(1,2,4-thiadiazol-5-yl)pyrrolidine-1-carboxamide C1(CC1)C=1C=CC(=C(C1)NC(=O)N1C[C@@](CC1)(C1=NC=NS1)C1=CC(=C(C=C1)C)F)S(NC)(=O)=O